5-(8-((1S,2S)-2-(difluoromethyl)cyclopropyl)-2-ethylimidazo[1,2-b]pyridazin-6-yl)pyrimidine FC([C@@H]1[C@H](C1)C=1C=2N(N=C(C1)C=1C=NC=NC1)C=C(N2)CC)F